6-Bromo-4-methoxy-3-(trifluoromethyl)pyrazolo[1,5-a]pyridine BrC=1C=C(C=2N(C1)N=CC2C(F)(F)F)OC